ONC(=N)C=1C=2CC[C@H](C2C=CC1)O |o1:8| (R)- or (S)-N,1-dihydroxy-2,3-dihydro-1H-indene-4-carboximidamide